ClC=1N=C(C2=C(N1)CCOC2)OC2=NC=1C=CC3=C(C1N=C2)C2=C(S3)C(N[C@@H](CN2)C)=O (R)-3-((2-chloro-7,8-dihydro-5H-pyrano[4,3-d]pyrimidin-4-yl)oxy)-10-methyl-9,10,11,12-tetrahydro-8H-[1,4]diazepino[5',6':4,5]thieno[3,2-f]quinoxalin-8-one